4-(cyclopentylmethoxy)-5-cyclopropyl-2-fluoro-N-((4-((1-methylazetidin-3-yl)oxy)piperidin-1-yl)sulfonyl)benzamide C1(CCCC1)COC1=CC(=C(C(=O)NS(=O)(=O)N2CCC(CC2)OC2CN(C2)C)C=C1C1CC1)F